ClC1=C(C(=CC=C1)Cl)C1=CC2=C(N=C(N=C2)NC2=NC=C(C=C2)OC=2C=NN(C2)CCC2CCOCC2)N(C1=O)C 6-(2,6-dichlorophenyl)-8-methyl-2-((5-((1-(2-(tetrahydro-2H-pyran-4-yl)ethyl)-1H-pyrazol-4-yl)oxy)pyridin-2-yl)amino)pyrido[2,3-d]pyrimidin-7(8H)-one